N-((S)-1-(((S)-1-(1H-Benzo[d]imidazol-2-yl)ethyl)amino)((S)-2-ethylpiperidin-1-yl)-1,4-dioxobutan-2-yl)-4-methylpentanamide N1C(=NC2=C1C=CC=C2)[C@H](C)NC([C@H](CC(=O)N2[C@H](CCCC2)CC)NC(CCC(C)C)=O)=O